BrC1=CC(=NC=C1)OC1CC(C1)OC1CCN(CC1)C(=O)OC(C)(C)C tert-butyl 4-[(1r,3r)-3-[(4-bromopyridin-2-yl)oxy]cyclobutoxy]piperidine-1-carboxylate